Cl.CN1[C@@H]([C@H](CC1=O)C(NCCOCCOCCOCCC(=O)O)=O)C=1C=NC=CC1 1-((2s,3s)-1-methyl-5-oxo-2-(pyridin-3-yl)pyrrolidin-3-yl)-1-oxo-5,8,11-trioxa-2-aza-tetradecan-14-oic acid, hydrochloride